5,5-dioxido-3-(trifluoromethyl)-6,7-dihydrothiopyrano[4,3-c]pyrazol O=S1(C=C2C(=NN=C2C(F)(F)F)CC1)=O